COC1=C(C=C2C(=N1)N=C(O2)N2CCOCC2)/C=C/C(=O)OCC Ethyl (E)-3-(5-methoxy-2-morpholinooxazolo[4,5-b]pyridin-6-yl)acrylate